C(C)N1N=C(C=C1C1=NN=CN1CC1=CC=C(C=C1)OC)C 3-(1-ethyl-3-methyl-1H-pyrazol-5-yl)-4-[(4-methoxyphenyl)methyl]-4H-1,2,4-triazole